FC(C1=NN=C(O1)C1=CC(=C(CC2=NOC(=N2)C2=CC=C(CN(C)CC3=CC=NC=C3)C=C2)C(=C1)F)F)F N-(4-(3-(4-(5-(difluoromethyl)-1,3,4-oxadiazol-2-yl)-2,6-difluorobenzyl)-1,2,4-oxadiazol-5-yl)benzyl)-N-methyl-1-(pyridin-4-yl)methylamine